FC(C1=CN=CC(=N1)N1CC2(CC1)CCN(CC2)C(=O)OC(C)(C)C)(F)F tert-butyl 2-(6-(trifluoromethyl)pyrazin-2-yl)-2,8-diazaspiro[4.5]decane-8-carboxylate